1-(tert-butyl)-3-((R)-2-methyl-3-oxo-4-((S)-1-(2-(trifluoromethyl)pyrimidin-4-yl)ethyl)-3,4-dihydro-2H-benzo[b][1,4]oxazin-7-yl)urea C(C)(C)(C)NC(=O)NC=1C=CC2=C(O[C@@H](C(N2[C@@H](C)C2=NC(=NC=C2)C(F)(F)F)=O)C)C1